FC=1C(=C(C=CC1F)[C@@H]1[C@@H](O[C@@]([C@H]1C)(C(F)(F)F)C)C(=O)NC1=CC(=NC=C1)C(=O)N)OC 4-[[(2R,3R,4S,5S)-3-(3,4-difluoro-2-methoxy-phenyl)-4,5-dimethyl-5-(trifluoromethyl)tetrahydrofuran-2-carbonyl]amino]pyridine-2-carboxamide